S1N=CC(=C1)CN1C(N=C(C2=CC=C(C=C12)C(F)(F)F)NC)=O 1-(Isothiazol-4-ylmethyl)-4-(methylamino)-7-(trifluoromethyl)quinazolin-2(1H)-one